7-(4-fluorophenoxy)-4-(o-tolyl)isoquinolin-1(2H)-one FC1=CC=C(OC2=CC=C3C(=CNC(C3=C2)=O)C2=C(C=CC=C2)C)C=C1